Cl.C1(CC1)N1N=CC(=C1)N(S(=O)=O)N[C@@H]1CN(CCC1)C N-(1-cyclopropyl-1H-pyrazol-4-yl)-N-[(3S)-1-methylpiperidin-3-yl]amino-sulfonamide hydrochloride